4,7-dibromo-5,6-dinitro-2,1,3-benzothiadiazole BrC1=C(C(=C(C2=NSN=C21)Br)[N+](=O)[O-])[N+](=O)[O-]